FC=1C=C2C(NN=C(C2=CC1F)C(C)N(C(=O)NC1=CC(=C(C(=C1)F)F)F)C)=O 1-(1-(6,7-difluoro-4-oxo-3,4-dihydrophthalazin-1-yl)ethyl)-1-methyl-3-(3,4,5-trifluorophenyl)urea